C(C1=CC=CC=C1)C=1C=NC(=NC1)N1CCN(CC1)C=1N=NN2C1C=CC(=C2)C=2C=NN(C2)C 3-[4-(5-Benzylpyrimidin-2-yl)piperazin-1-yl]-6-(1-methyl-1H-pyrazol-4-yl)[1,2,3]triazolo[1,5-a]pyridine